ClC1=CC(=C(C=N1)C1=NN=C(S1)C12CCC(CC1)(CC2)NC(OC(C)(C)C)=O)NC tert-butyl (4-(5-(6-chloro-4-(methylamino)pyridin-3-yl)-1,3,4-thiadiazol-2-yl)bicyclo[2.2.2]octan-1-yl)carbamate